CC1=C(C(=CC=C1)C)NC(=O)C[N+](CC)(CC)CC N-(2,6-Dimethylphenylcarbamoylmethyl)triethylammonium